ClC1=CC2=C(C(=N1)C(C)C)N(C(N2C)=O)C 6-chloro-4-isopropyl-1,3-dimethyl-1,3-dihydro-2H-imidazo[4,5-c]pyridin-2-one